(1R,4R)-4-(4-(((R)-1-(3-(difluoromethyl)-2-fluorophenyl)ethyl)amino)-2,10-dimethyl-9,10-dihydro-8H-[1,4]oxazino[2,3-H]quinazolin-6-yl)-4-hydroxy-N,N-dimethylcyclohexanecarboxamide FC(C=1C(=C(C=CC1)[C@@H](C)NC1=NC(=NC2=C3C(=C(C=C12)C1(CCC(CC1)C(=O)N(C)C)O)OCCN3C)C)F)F